fluorosulfone FS(=O)(=O)F